FC=1C=2N(C=CC1)N=C(C2)[C@@H]2N(CCC1=C2N=CN1)C(=O)C1=C(N=CO1)C(F)(F)F (R)-(4-(4-fluoropyrazolo[1,5-a]pyridin-2-yl)-6,7-dihydro-1H-imidazo[4,5-c]pyridin-5(4H)-yl)(4-(trifluoromethyl)oxazol-5-yl)methanone